2-[1-[(4-methylphenyl)methyl]-5-oxopyrrolidin-2-yl]-N-(chinolin-5-ylmethyl)acetamid CC1=CC=C(C=C1)CN1C(CCC1=O)CC(=O)NCC1=C2C=CC=NC2=CC=C1